hexa(p-hydrazinophenoxy)cyclotriphosphazene N(N)C1=CC=C(OP2(=NP(=NP(=N2)(OC2=CC=C(C=C2)NN)OC2=CC=C(C=C2)NN)(OC2=CC=C(C=C2)NN)OC2=CC=C(C=C2)NN)OC2=CC=C(C=C2)NN)C=C1